(S)-N'-((3,3-dimethyl-1,2,3,5,6,7-hexahydrodicyclopenta[b,e]pyridin-8-yl)carbamoyl)-6,7-dihydro-5H-pyrazolo[5,1-b][1,3]oxazine-3-sulfonimidamide CC1(CCC=2C1=NC1=C(C2NC(=O)N=[S@@](=O)(N)C=2C=NN3C2OCCC3)CCC1)C